6-fluoro-3,4-dihydronaphthalen-1(2H)-one O-methyl oxime CON=C1CCCC2=CC(=CC=C12)F